C(#N)C1=CC2=C(N(C(N2C)=O)C2=NC(=NC=C2)NC=2C(=CC(=C(C2)NC(C=C)=O)N(C)CCN(C)C)OC)C=C1 N-(5-((4-(5-cyano-3-methyl-2-oxo-2,3-dihydro-1H-benzo[d]imidazol-1-yl)pyrimidin-2-yl)amino)-2-((2-(dimethylamino)ethyl)(methyl)amino)-4-methoxyphenyl)acrylamide